N1(N=CC2=CC=CC=C12)C=1OC2=C(C=C(C=C2C(C1)=O)C)C(C)NC1=C(C(=O)O)C=CC=C1 2-[1-(2-indazol-1-yl-6-methyl-4-oxo-chromen-8-yl)ethylamino]benzoic acid